CS(=O)(=O)C=1C=C(C(=O)N2[C@@H](CCC2)C(=O)N)C=CC1 1-(3-(methylsulfonyl)benzoyl)-L-prolinamide